C(C)C=1C=CC(=NC1C(F)(F)F)OC1CCC2(CNC2)CC1 7-((5-Ethyl-6-(trifluoromethyl)pyridin-2-yl)oxy)-2-azaspiro[3.5]nonan